(S)-3-((4-(4-(4-bromophenyl)piperidin-1-yl)-3-fluorophenyl)amino)piperidine-2,6-dione BrC1=CC=C(C=C1)C1CCN(CC1)C1=C(C=C(C=C1)N[C@@H]1C(NC(CC1)=O)=O)F